C(C1=CC=CC=C1)(C1=CC=CC=C1)C=1COC=CC1O 3-benzhydryl-4-hydroxy-2H-pyran